3-[6-Chloro-3-[[(1R)-1-(3,6-dimethyl-4-oxo-2-pyrimidin-2-yl-chromen-8-yl)ethyl]amino]-2-pyridyl]-4H-1,2,4-oxadiazol-5-one ClC1=CC=C(C(=N1)C1=NOC(N1)=O)N[C@H](C)C=1C=C(C=C2C(C(=C(OC12)C1=NC=CC=N1)C)=O)C